2,4-dimethyl-5-(1-propionyl-5-(p-tolyl)-4,5-dihydro-1H-pyrazol-3-yl)thieno[2,3-b]pyridin-6(7H)-one CC1=CC2=C(NC(C(=C2C)C2=NN(C(C2)C2=CC=C(C=C2)C)C(CC)=O)=O)S1